C(C1=CC=CC=C1)N1N=C(C(N(C1=O)CC1=CC=CC=C1)=O)C1=CC=C(C=C1)Br 2,4-dibenzyl-6-(4-bromophenyl)-1,2,4-triazine-3,5(2H,4H)-dione